C1(CC1)C=1C=C(OC=2N=NC=3CCCCC3C2C(=O)NCC(F)C2=C(C=C(C=C2)Cl)Cl)C=CC1 3-(3-cyclopropylphenoxy)-N-[2-(2,4-dichlorophenyl)-2-fluoro-ethyl]-5,6,7,8-tetrahydrocinnoline-4-carboxamide